BrC=1C=CC(=C2CN(C(C12)=O)C(=O)OC(C)(C)C)Cl tert-butyl 7-bromo-4-chloro-1-oxo-3H-isoindole-2-carboxylate